3-(2-(4-formylphenoxy)ethoxy)cyclobutanecarboxylic acid ethyl ester C(C)OC(=O)C1CC(C1)OCCOC1=CC=C(C=C1)C=O